BrC1=CC(=C(C=C1)N1N=NC(=C1)C1=NC(=NC(=C1)C)N1CCC(CC1)(F)F)N1CCC(CC1)=C(F)F 4-(1-{4-bromo-2-[4-(difluoromethylene)piperidin-1-yl]phenyl}-1H-1,2,3-triazol-4-yl)-2-(4,4-difluoropiperidin-1-yl)-6-methylpyrimidine